BrC=1C=C(SC1)C=COC 4-bromo-2-(2-methoxyvinyl)thiophene